FC1=C(C=CC=C1)C1CCCCC1 o-fluorocyclohexyl-benzene